The molecule is a hydroxamic acid resulting from the formal condensation of the carboxy group of (Z)-11-methyldodec-2-enoic acid with the nitrogen of hydroxylamine. CC(C)CCCCCCC/C=C\\C(=O)NO